FCCCN1N=CC(=C1)NC1=NC=C(C=N1)I N-(1-(3-fluoropropyl)-1H-pyrazol-4-yl)-5-iodopyrimidin-2-amine